2-(4-methoxyphenyl)isoindolin-1-one COC1=CC=C(C=C1)N1C(C2=CC=CC=C2C1)=O